COC(N[C@H](C(=O)NC=1C(N(C=CC1)CC1=CC2=NC=C(C(=C2N1)CC1CC1)F)=O)CC\C=C\C(=O)N(C)C)=O Methyl-(S,E)-(1-((1-((7-(cyclopropylmethyl)-6-fluoro-1H-pyrrolo[3,2-b]pyridin-2-yl)methyl)-2-oxo-1,2-dihydropyridin-3-yl)amino)-7-(dimethylamino)-1,7-dioxohept-5-en-2-yl)carbamat